C1(=CC=CC=C1)N1C2=CC=CC=C2C=2C=CC(=CC12)C1=NC(=NC2=CC=CC=C12)N1C=2C=CC3=C(C2C=2C4=C(C=CC12)C=CC=C4)C=CC=C3 7-[4-(9-phenyl-9H-Carbazol-2-yl)quinazolin-2-yl]-7H-dibenzo[c,g]carbazole